FC1=C(C(=C(C(=C1F)C=O)F)F)C=O 2,3,5,6-Tetrafluoro-1,4-benzenedicarboxaldehyde